OC(=O)C(F)(F)F.N1CC(C1)N azetidin-3-amine TFA salt